bis(3-methyl-4-hydroxy-5-benzylphenyl)methane CC=1C=C(C=C(C1O)CC1=CC=CC=C1)CC1=CC(=C(C(=C1)CC1=CC=CC=C1)O)C